[Er].[Al].[Mg] magnesium aluminium erbium